C(C=C)(=O)OCC1COC1 3-(acryloxymethyl)oxetane